tert-butyl 2-((2-(tert-butoxycarbonyl)-7-(6-methylpyrazolo[1,5-a]pyridin-3-yl)-3-oxoisoindolin-4-yl) amino)-5,6,8,9-tetrahydro-7H-pyrido[2,3-d]azepine-7-carboxylate C(C)(C)(C)OC(=O)N1CC2=C(C=CC(=C2C1=O)NC=1C=CC2=C(CCN(CC2)C(=O)OC(C)(C)C)N1)C=1C=NN2C1C=CC(=C2)C